ClC1=C(C(=CC=C1)Cl)C1=NOC(=C1CO)C1(CC1)F [3-(2,6-dichlorophenyl)-5-(1-fluorocyclopropyl)-1,2-oxazol-4-yl]Methanol